ClC1=NS[S+]=C1Cl 4,5-dichloro-1,2,3-dithiazol-1-ium